tert-butyl N-{6-[(2S)-2-[(tert-butoxycarbonyl)amino]propyl]-7-methylthieno[3,2-c]pyridazin-4-yl}-N-(thiophen-2-ylmethyl)carbamate C(C)(C)(C)OC(=O)N[C@H](CC1=C(C=2N=NC=C(C2S1)N(C(OC(C)(C)C)=O)CC=1SC=CC1)C)C